4-oxo-1-((tetrahydro-2H-pyran-4-yl)methyl)-5-(p-tolyl)-1,4-dihydropyridine-3-carboxylic acid O=C1C(=CN(C=C1C1=CC=C(C=C1)C)CC1CCOCC1)C(=O)O